C(C)(C)(C)NC(=O)C=1C=C2C=3C(C4=C(C(C3NC2=CC1)=O)C=CC=C4)=O N-(tert-Butyl)-6,11-dioxo-6,11-dihydro-5H-benzo[b]carbazole-2-carboxamide